tert-Butyl 3-(dimethylamino)-4-methoxypyrrolidine-1-carboxylate CN(C1CN(CC1OC)C(=O)OC(C)(C)C)C